OC1C[C@H](NC1)C(N[C@@H](C)C1=CC=C(C=C1)C1=C(N=CS1)C)=O (2S)-4-hydroxyl-2-((S)-1-(4-(4-methylthiazol-5-yl)phenyl)ethylcarbamoyl)pyrrolidine